N5-[2-(4-tert-butylpiperazin-1-yl)-3-chloro-phenyl]-N2,N2-dimethyl-thiophene-2,5-disulfonamide C(C)(C)(C)N1CCN(CC1)C1=C(C=CC=C1Cl)NS(=O)(=O)C1=CC=C(S1)S(=O)(=O)N(C)C